Cl.N[C@H](C(=O)NC1=CC=C(C(=O)NC(C)(C)C)C=C1)CC1=CC=CC=C1 (S)-4-(2-amino-3-phenylpropionamido)-N-tert-butylbenzamide hydrochloride